2-(2-((4-fluorobenzyl)thio)-4H-imidazo[4,5-b]pyridin-4-yl)-N-(o-tolyl)propanamide FC1=CC=C(CSC2=NC=3C(N(C=CC3)C(C(=O)NC3=C(C=CC=C3)C)C)=N2)C=C1